(R)-2-amino-6,6,6-trifluorohexanoic acid N[C@@H](C(=O)O)CCCC(F)(F)F